BrC1=C(C=C2C(=NC(=NC2=C1OC1COCC1)OC[C@H]1N(CCC1)C)N1CCN(CC1)C(=O)OC(C)(C)C)Cl tert-butyl 4-(7-bromo-6-chloro-2-(((S)-1-methylpyrrolidin-2-yl) methoxy)-8-((tetrahydrofuran-3-yl)oxy)quinazolin-4-yl)piperazin-1-carboxylate